ClC1=CC=C(C=C1)C 1-(p-chlorophenyl)methane